2-(2-methoxyethoxy)ethyl {[3-({5-[3-amino-2,6-dioxo-4-(trifluoromethyl)-3,6-dihydropyrimidin-1(2H)-yl]-2-chloro-4-fluorophenyl}sulfanyl)pyridin-2-yl]oxy}acetate NN1C(N(C(C=C1C(F)(F)F)=O)C=1C(=CC(=C(C1)SC=1C(=NC=CC1)OCC(=O)OCCOCCOC)Cl)F)=O